FC1=C(C=C(C=C1)F)C(C)(C)C1=NC(=NO1)C1=NC(=CC(=N1)O[C@@H]1C[C@H](NCC1)CC#N)O[C@@H](C)[C@H]1N(C[C@@H](C1)F)C 2-[(2R,4S)-4-[(2-{5-[2-(2,5-difluorophenyl)propan-2-yl]-1,2,4-oxadiazol-3-yl}-6-[(1S)-1-[(2S,4R)-4-fluoro-1-methylpyrrolidin-2-yl]ethoxy]pyrimidin-4-yl)oxy]piperidin-2-yl]acetonitrile